ethyl-2,3-dihydro-4-furoate C(C)OC(=O)C=1CCOC1